T-butyl (4-(benzyloxy)-5,6-difluoronaphthalen-2-yl)carbamate C(C1=CC=CC=C1)OC1=CC(=CC2=CC=C(C(=C12)F)F)NC(OC(C)(C)C)=O